(1S,2S)-N-(6-((2R,4R)-4-amino-2-(6-cyclopropylimidazo[1,2-a]pyridin-2-yl)pyrrolidin-1-yl)pyrimidin-4-yl)-2-(3-chlorophenyl)cyclopropane-1-carboxamide N[C@@H]1C[C@@H](N(C1)C1=CC(=NC=N1)NC(=O)[C@@H]1[C@H](C1)C1=CC(=CC=C1)Cl)C=1N=C2N(C=C(C=C2)C2CC2)C1